7-(2-oxo-1-oxa-3,8-diazaspiro[4.5]dec-8-yl)-3-oxa-9-azabicyclo[3.3.1]nonane-9-carboxylic acid ethyl ester C(C)OC(=O)N1C2COCC1CC(C2)N2CCC1(CNC(O1)=O)CC2